[C@@H]12N(C[C@@H](CC1)C2)C(=O)C=2C=C(OC1=C(C=C(C=C1Cl)N1N=C(C(NC1=O)=O)Cl)Cl)C=CC2O 2-(4-(3-((1R,4S)-2-azabicyclo[2.2.1]heptane-2-carbonyl)-4-hydroxyphenoxy)-3,5-dichlorophenyl)-6-chloro-1,2,4-triazine-3,5(2H,4H)-dione